[Si](C)(C)(C(C)(C)C)OC1C([C@@H](O[C@@H]1C=C)N1C(NC(C=C1)=O)=O)OC 1-[(2R,5R)-4-[tert-butyl(dimethyl)silyl]oxy-3-methoxy-5-vinyl-tetrahydrofuran-2-yl]pyrimidine-2,4-dione